2-(4-ethynyl-2,3-difluorophenyl)-1,3-dioxolane C(#C)C1=C(C(=C(C=C1)C1OCCO1)F)F